4-benzyl-2-(8-fluoro-3-quinolyl)-4,6,6-trimethyl-5H-1,3-thiazine C(C1=CC=CC=C1)C1(N=C(SC(C1)(C)C)C=1C=NC2=C(C=CC=C2C1)F)C